CCN(CC)CCO N,N-diethyl-aminoethanol